BrC1=CC(=CC(=C1)OCCC1=CC=CC=C1)Cl 1-bromo-3-chloro-5-phenethoxybenzene